6-chloro-N-(5-fluoro-2-methoxy-6-(trifluoromethyl)pyridin-3-yl)pyrazolo[1,5-a]pyridine-3-sulfonamide ClC=1C=CC=2N(C1)N=CC2S(=O)(=O)NC=2C(=NC(=C(C2)F)C(F)(F)F)OC